C(C1=CC=CC=C1)SSSSCC1=CC=CC=C1 Benzyl tetrasulfide